N-(5-bromoacetylpentyl)acrylamide BrCC(=O)CCCCCNC(C=C)=O